F[Sb-](F)(F)(F)(F)F.S(C1=CC=C(C=C1)[S+](C1=CC=CC=C1)C1=CC=CC=C1)C1=CC=C(C=C1)[S+](C1=CC=CC=C1)C1=CC=CC=C1.F[Sb-](F)(F)(F)(F)F thio-bis-1,4-phenylene-bis(diphenylsulfonium) hexafluoroantimonate